5,6-dihydro-2,6-dimethyl-2H-pyrane CC1OC(CC=C1)C